4-fluoro-1-[3-(5-methylpyridin-2-yl)propionyl]-N-{phenyl-[4-(prop-2-yl)phenyl]methyl}pyrrolidine-2-carboxamide FC1CC(N(C1)C(CCC1=NC=C(C=C1)C)=O)C(=O)NC(C1=CC=C(C=C1)C(C)C)C1=CC=CC=C1